C(CC)(=O)[O-].C(CCCCCCC)[Sn+](CCCCCCCC)CCCCCCCC trioctyltin monopropionate